2-((5S,7R)-7-(4-chlorophenyl)-9-fluoro-2-methyl-3-oxo-2,3,5,7-tetrahydrobenzo[5,6]oxepino[4,3-c]pyridin-5-yl)-N-ethylacetamide ClC1=CC=C(C=C1)[C@@H]1C2=C(C3=CN(C(C=C3[C@@H](O1)CC(=O)NCC)=O)C)C=CC(=C2)F